6-cyano-2-(2,6-dioxopiperidin-3-yl)-1-oxoisoindoline-5-carboxylic acid C(#N)C1=C(C=C2CN(C(C2=C1)=O)C1C(NC(CC1)=O)=O)C(=O)O